ClCCNC(C(=O)OCC)C1=CC=CC=C1 ethyl 2-((2-chloroethyl) amino)-2-phenylacetate